N-[(1'S,14S)-6,19-difluorospiro[8,12-dioxa-17,21-diazatetracyclo[14.3.1.110,13.02,7]henicosa-1(20),2,4,6,10,13(21),16,18-octaene-14,3'-cyclopentane]-1'-yl]methanesulfonamide FC=1C=CC=C2C=3C(=CN=C(C[C@]4(C[C@H](CC4)NS(=O)(=O)C)C=4OC=C(COC12)N4)C3)F